2-[3'-t-butyl-3'-hydroxy-5'-(2-methoxycarbonylethyl)phenyl]-5-chlorobenzotriazole C(C)(C)(C)C1(CC(=CC(=C1)CCC(=O)OC)N1N=C2C(=N1)C=CC(=C2)Cl)O